COC=1N(C=C(N1)C)C(=O)NCCCC1=CC=CC=C1 2-Methoxy-4-methyl-N-(3-phenylpropyl)-1H-imidazole-1-carboxamide